4,6-diaminos-triazine NC1=NC=NC(=N1)N